(1s,4s)-4-(((2-Amino-4-methylpyridin-3-yl)methyl)amino)-N-(3-methoxy-4-methylphenyl)cyclohexanecarboxamide NC1=NC=CC(=C1CNC1CCC(CC1)C(=O)NC1=CC(=C(C=C1)C)OC)C